C1(=CC=CC=2C3=CC=CC=C3NC12)C=1C(=NC=CC1)C1=C(C=2NC3=CC=CC=C3C2C=C1)C1=C(C(=CC=2C3=CC=CC=C3CC12)C)C [(carbazolyl)pyridinyl](dimethylfluorenyl)carbazole